5,8-epiminocyclohepta[d]pyrimidine-10-carboxamide N1=CN=CC2=C1CC1=CC=C2N1C(=O)N